4-(4-cyanobenzyloxy)-9H-carbazole C(#N)C1=CC=C(COC2=CC=CC=3NC4=CC=CC=C4C23)C=C1